N(=[N+]=[N-])C1=CC=C(C(=O)O)C=C1 para-azidobenzoyl alcohol